Cl.N[C@H](C(=O)O)CC1=CC=C(C=C1)C1=CSC2=C1N=CN=C2OCC2=C(C=C(C=C2)Cl)C2=CC(=CC=C2)F (S)-2-amino-3-(4-(4-((5-chloro-3'-fluoro-[1,1'-biphenyl]-2-yl)methoxy)thieno[3,2-d]pyrimidine-7-yl)phenyl)propionic acid hydrochloride